Ethyl 2-{[(1,2,3,5,6,7-hexahydro-s-indacen-4-yl) carbamoyl] oxy}-3-methoxypropionate C1CCC2=C(C=3CCCC3C=C12)NC(=O)OC(C(=O)OCC)COC